phosphonium bis(pentafluoroethylsulfonyl)amide FC(C(F)(F)F)(S(=O)(=O)[N-]S(=O)(=O)C(C(F)(F)F)(F)F)F.[PH4+]